CC1=CC=C(C=C1)N=NC1=CC=C(C=C1)C dimethyl-azobenzene